FC=1C=C(CN2N=NC(=C2)C2CCN(CC2)CC2=C(C=CC=C2)C)C=CC1 4-[1-(3-Fluoro-benzyl)-1H-[1,2,3]triazol-4-yl]-1-(2-methyl-benzyl)-piperidine